C1(=CC=C(C=C1)CNS(=O)(=O)C1=CC=C(C=C1)NC(=O)NCC1=CC=NC=C1)C1=CC=CC=C1 N-([1,1'-biphenyl]-4-ylmethyl)-4-(3-(pyridin-4-ylmethyl)ureido)benzenesulfonamide